(2R,3S,4S)-2-[(4-fluorophenyl)methyl]-4-hydroxypyrrolidin-3-yl N-[(3-fluorophenyl)methyl]carbamate FC=1C=C(C=CC1)CNC(O[C@H]1[C@H](NC[C@@H]1O)CC1=CC=C(C=C1)F)=O